N[C@H]1CN(CCC1)C(=O)C1=CC2=C(N(C(=N2)C=2N(C3=CC=CC=C3C2)CC)C)C(=C1)CC (R)-(3-Aminopiperidin-1-yl)(7-ethyl-2-(1-ethyl-1H-indol-2-yl)-1-methyl-1H-benzo[d]imidazol-5-yl)methanon